cobalt(I) oxide [Co-]=O